C(C)(C)(C)OC(=O)N1C[C@H](CC1)[C@@H](C(=O)O)CC1=CC(=CC=C1)N1S(CCC1)(=O)=O (2S)-2-[(3R)-1-tert-butoxycarbonylpyrrolidin-3-yl]-3-[3-(1,1-dioxo-1,2-thiazolidin-2-yl)phenyl]propionic acid